(4-(1H-pyrrolo[2,3-b]pyridin-4-yl)phenyl)-2-chloropyrimidin-4-amine N1C=CC=2C1=NC=CC2C2=CC=C(C=C2)C=2C(=NC(=NC2)Cl)N